FC(C(=O)O)(F)F.O=C1NC(CCC1N1C(C2=CC=C(C=C2C1=O)N1CC2(C1)CNC2)=O)=O 2-(2,6-dioxopiperidin-3-yl)-5-(2,6-diazaspiro[3.3]hept-2-yl)isoindoline-1,3-dione trifluoroacetate